C(C)(C)(C)OC(=O)N1CC(C1)NC=1C=NC=C(C1)C=1C=NC(=NC1)OC1=CC(=CC=C1)C#C 3-[[5-[2-(3-ethynylphenoxy)pyrimidin-5-yl]-3-pyridinyl]amino]azetidine-1-carboxylic acid tert-butyl ester